3-formylpyridin C(=O)C=1C=NC=CC1